(2S,3R,4S,5S)-4-[[3-[2-(Difluoromethoxy)-4-fluorophenyl]-4,5-dimethyl-5-(trifluoromethyl)tetrahydrofuran-2-carbonyl]amino]-N-methyl-pyridin-2-carboxamid FC(OC1=C(C=CC(=C1)F)[C@@H]1[C@H](O[C@@]([C@H]1C)(C(F)(F)F)C)C(=O)NC1=CC(=NC=C1)C(=O)NC)F